N-(4-iodophenyl)-5-isopropylbenzamide IC1=CC=C(C=C1)NC(C1=CC=CC(=C1)C(C)C)=O